methyl 4-(hydroxymethylphosphinyl)-4-oxobutanoate OCP(=O)C(CCC(=O)OC)=O